O=C(CNC(OC(C)(C)C)=O)NC=1C=C2CC3(C(NC4=NC=CC=C43)=O)CC2=CC1 tert-Butyl (2-oxo-2-((2'-oxo-1,1',2',3-tetrahydrospiro[indene-2,3'-pyrrolo[2,3-b]pyridine]-5-yl)amino)ethyl)carbamate